[Ca+2].C(C)(C)(C)C1=C(C(C(=O)[O-])=CC(=C1)C(C)(C)C)O.C(C)(C)(C)C1=C(C(C(=O)[O-])=CC(=C1)C(C)(C)C)O 3,5-di-tert-butylsalicylic acid calcium salt